C(C1=CC=CC=C1)OC1=C2C(=NC(=N1)C1CN(CC1)C(=O)OC(C)(C)C)N(N=C2)C2=C(C=C(C=C2)F)F tert-butyl 3-[4-benzyloxy-1-(2,4-difluorophenyl)pyrazolo[3,4-d]pyrimidin-6-yl]pyrrolidine-1-carboxylate